ClC=1C=CC2=C([C@@H](C[C@@H](O2)C(=O)NC23[C@H](CC(CC2)(CC3)NC(COC3=CC(=C2C=NNC2=C3)F)=O)O)O)C1 (2R,4R)-6-chloro-N-[(2S)-4-{2-[(4-fluoro-1H-indazol-6-yl)oxy]acetamido}-2-hydroxybicyclo[2.2.2]octan-1-yl]-4-hydroxy-3,4-dihydro-2H-1-benzopyran-2-carboxamide